R-1-(1-naphthyl)ethylammonium bromide [Br-].C1(=CC=CC2=CC=CC=C12)[C@@H](C)[NH3+]